ClC1=NC(=CC(=C1)C1=NN(N=C1)C)N1CC(C1)OC 2-chloro-6-(3-methoxyazetidin-1-yl)-4-(2-methyl-2H-1,2,3-triazol-4-yl)pyridine